C(C1=CC=CC=C1)OC[C@H](N(S(=O)(=O)C1=C(C(=C(C(=C1F)F)F)F)F)C)C(=O)O O-benzyl-N-methyl-N-((perfluorophenyl)sulfonyl)-L-serine